C(C1=CC=C(C=C1)O)C1=C(C=CC=C1)O 2,4'-methylenebisphenol